(S)-2-(6-((2-Hydroxy-3-methylbutyl)amino)pyridazin-3-yl)-3-methyl-5-(trifluoromethyl)phenol O[C@H](CNC1=CC=C(N=N1)C1=C(C=C(C=C1C)C(F)(F)F)O)C(C)C